NC=1C(=NN(C1C(=O)OCC)C1=CC=C(C=C1)CNC(C1=C(C=CC(=C1)F)OC)=O)C1COCC1 ethyl 4-amino-1-(4-((5-fluoro-2-methoxybenzamido)methyl)phenyl)-3-(tetrahydrofuran-3-yl)-1H-pyrazole-5-carboxylate